COC1=CC=C(C=C1)CN1C(C(CCC1=O)N1C(N(C2=C1C=CC(=C2)N2CCC(CC2)N2CCC(CC2)NC(OC(C)(C)C)=O)C)=O)=O Tert-butyl N-[1-[1-[1-[1-[(4-methoxyphenyl)methyl]-2,6-dioxo-3-piperidyl]-3-methyl-2-oxo-benzimidazol-5-yl]-4-piperidyl]-4-piperidyl]carbamate